N1=C(SC=2CNCCC21)N2C1CN(CC2CC1)C(=O)OC(C)(C)C tert-butyl 8-(4,5,6,7-tetrahydrothiazolo[5,4-c]pyridin-2-yl)-3,8-diazabicyclo[3.2.1]octane-3-carboxylate